CC(C(=O)N[C@H]1[C@@H](CN(CC1)C)C1=C(C=CC=C1)C)(COC1=NC=CC=C1C(F)(F)F)C 2,2-dimethyl-N-(trans-1-methyl-3-(o-tolyl)piperidin-4-yl)-3-((3-(trifluoromethyl)pyridin-2-yl)oxy)propanamide